9-amino-2-(4-(trifluoromethyl)phenyl)-2,3,4,5-tetrahydrobenzo[b][1,4,5]oxathiazocine 1,1-dioxide NC1=CC2=C(OCCCN(S2(=O)=O)C2=CC=C(C=C2)C(F)(F)F)C=C1